C(C=C)(=O)N1C[C@@H](N(CC1)C=1C2=C(N(C(N1)=O)C=1C(=NC=CC1SC)C(C)C)N=C(C(=C2)Cl)C2=C(C(=CC(=C2F)Cl)Cl)N)C 4-((S)-4-propenoyl-2-methylpiperazin-1-yl)-7-(2-amino-3,5-dichloro-6-fluorophenyl)-6-chloro-1-(2-isopropyl-4-(methylsulfanyl)pyridin-3-yl)pyrido[2,3-d]pyrimidin-2(1H)-one